3,4-diphenyl-5-tert-butylphenyl-1,2,4-Triazole C1(=CC=CC=C1)C=1C=C(C=C(C1C1=CC=CC=C1)C(C)(C)C)C1=NNC=N1